1-(2-Bromo-4-methylphenyl)-N-(2,3,6-trifluoro-4-(8-isopropyl-2-(methylsulfonyl)-7-oxo-7,8-dihydropyrido[2,3-d]pyrimidin-6-yl)phenyl)methanesulfonamide BrC1=C(C=CC(=C1)C)CS(=O)(=O)NC1=C(C(=C(C=C1F)C1=CC2=C(N=C(N=C2)S(=O)(=O)C)N(C1=O)C(C)C)F)F